(R)-N-(4-(1H-pyrazol-1-yl)phenyl)-3-(vinylsulfonamido)piperidine-1-carboxamide N1(N=CC=C1)C1=CC=C(C=C1)NC(=O)N1C[C@@H](CCC1)NS(=O)(=O)C=C